ClC1=C(C=CC=C1)N1C(C=2C=NC=3NC(=CC3C2N=C1)C=1C=NN(C1)C1CCNCC1)=O 11-(2-chlorophenyl)-4-[1-(4-piperidyl)pyrazol-4-yl]-5,7,11,13-tetrazatricyclo[7.4.0.02,6]trideca-1(9),2(6),3,7,12-pentaen-10-one